ClC1=C(C=CC2=C1C(=CC(C=1N2NC(N1)=O)C)C1=C(C=CC=C1F)F)Cl 7,8-dichloro-6-(2,6-difluorophenyl)-4-methyl-1,4-dihydro-[1,2,4]triazolo[1,5-a][1]benzazepin-2-one